(3-bromo-4-((7-(2,3-dihydrobenzo[b][1,4]dioxin-6-yl)benzo[D]isothiazol-3-yl)amino)benzyl)-D-serine BrC=1C=C(CN[C@H](CO)C(=O)O)C=CC1NC1=NSC2=C1C=CC=C2C2=CC1=C(OCCO1)C=C2